NCCCCCCCCCC1=CC2=C(NC(N2C)=O)C=C1 5-(9-Aminononyl)-3-methyl-2-oxo-benzimidazol